S1C(=NC2=C1C=CC=C2)NC(=O)C=2C=CC=C1CCN(CC21)C2=CC=C(C(=N2)C(=O)OC(C)(C)C)C=2C(=C(OC1=CC=C(C=C1)CCC(=O)O)C=CC2)C 3-[4-[3-[6-[8-(1,3-Benzothiazol-2-ylcarbamoyl)-3,4-dihydro-1H-isoquinolin-2-yl]-2-tert-butoxycarbonyl-3-pyridyl]-2-methyl-phenoxy]phenyl]propanoic acid